METHYL (3S)-3-AMINO-3-(3-FORMYL-2-HYDROXY-5-METHYLPHENYL)PROPANOATE N[C@@H](CC(=O)OC)C1=C(C(=CC(=C1)C)C=O)O